2,2'-((2-((2-aminoethyl)(2-(3-(2-((2-((cyanomethyl)amino)ethyl)amino)ethyl)-2-oxoimidazolidin-1-yl)ethyl)amino)ethyl)azanediyl)diacetonitrile NCCN(CCN(CC#N)CC#N)CCN1C(N(CC1)CCNCCNCC#N)=O